1-(6-chloropyridin-3-yl)-N-(3,4,5-trifluorobenzyl)methylamine ClC1=CC=C(C=N1)CNCC1=CC(=C(C(=C1)F)F)F